FC=1C(=CC(=C(C(=O)NC2=NC=NC=C2)C1)O[C@@H](C)CC(C)C)N1N=C(N(C1=O)C)C(C)C 5-fluoro-4-[4-methyl-5-oxo-3-(propan-2-yl)-4,5-dihydro-1H-1,2,4-triazol-1-yl]-2-{[(2S)-4-methylpent-2-yl]oxy}-N-(pyrimidin-4-yl)benzamide